FC1=CC=C(C=C1)C1N(CCC(C1)O)C1=NC(=CN=C1)C=1C=NN(C1)C 4-fluorophenyl-1-(6-(1-methyl-1H-pyrazol-4-yl)pyrazin-2-yl)piperidin-4-ol